(E)-3-(4-((E)-2-(2-chloro-4-fluorophenyl)-1-(1-(difluoromethyl)-1H-indazol-5-yl)but-1-en-1-yl)phenyl)acrylic acid ClC1=C(C=CC(=C1)F)/C(=C(/C=1C=C2C=NN(C2=CC1)C(F)F)\C1=CC=C(C=C1)/C=C/C(=O)O)/CC